tert-butyl (S)-(1-(2-methyl-1-(1-methylpiperidin-4-yl)-5-nitro-1H-benzo[d]imidazol-4-yl)pyrrolidin-3-yl)carbamate CC1=NC2=C(N1C1CCN(CC1)C)C=CC(=C2N2C[C@H](CC2)NC(OC(C)(C)C)=O)[N+](=O)[O-]